C(C)C1(C(OCC=2C(N3CCCC3=CC21)=O)=O)O 4-ethyl-4-hydroxy-1,6,7,8-tetrahydro-10H-pyrano[3,4-f]indolizine-3,10(4H)-dione